CN1CC(C1)(C)[C@@](C=1C=C(C=NC1)C#CC(C)(O)C1=NC(=CC=C1)C)(C1=CC=C(C=C1)C1(CC1)C)O 4-(5-{(R)-(1,3-Dimethyl-azetidin-3-yl)-hydroxy-[4-(1-methyl-cyclopropyl)-phenyl]-methyl}-pyridin-3-yl)-2-(6-methyl-pyridin-2-yl)-but-3-yn-2-ol